6-(4-isopropyl-4H-1,2,4-triazol-3-yl)o-picolinic acid C(C)(C)N1C(=NN=C1)C1=CC=CC(=N1)C(=O)O